C(C)OC(=O)C1(CC2=CC=C(C=C2C1)C(C(=O)O)(CCCC(CS(=O)(=O)CCO)(C)C)C)C(=O)OCC 2-(2,2-bis(ethoxycarbonyl)-2,3-dihydro-1H-inden-5-yl)-7-((2-hydroxyethyl)sulfonyl)-2,6,6-trimethylheptanoic acid